FC(C1=CC=C(C=C1)N1CC(NC2=CC=CC=C12)CN)(F)F (4-(4-(trifluoromethyl)phenyl)-1,2,3,4-tetrahydroquinoxalin-2-yl)methanamine